2-[(2S,5S)-5-methyl-2-phenyl-1-piperidyl]-N-(5-methyl-3-pyridyl)-2-oxo-acetamide C[C@H]1CC[C@H](N(C1)C(C(=O)NC=1C=NC=C(C1)C)=O)C1=CC=CC=C1